N-(6-(3-(4-chlorobenzyl)ureido)spiro[3.3]hept-2-yl)-2-methylnicotinamide ClC1=CC=C(CNC(NC2CC3(CC(C3)NC(C3=C(N=CC=C3)C)=O)C2)=O)C=C1